OCCS(=O)(=O)NC1=CC(=C(C(=O)NC2=CC(=CC3=C2N=C2N3[C@H]3CC[C@@H]2C3)C)C=C1)N1CCC3(CC3)CC1 4-(2-Hydroxyethanesulfonylamino)-N-((1S,4R)-8-methyl-1,2,3,4-tetrahydro-1,4-methylenebenzo[4,5]Imidazo[1,2-a]pyridin-6-yl)-2-(6-azaspiro[2.5]octane-6-yl)benzamide